3-(tri-methoxysilyl)-propyl-methyldidodecyl-ammonium chloride [Cl-].CO[Si](CCC[N+](CCCCCCCCCCCC)(CCCCCCCCCCCC)C)(OC)OC